4-(6-((5-((6-bromopyridin-2-yl)oxy)pentyl)oxy)-[1,2,4]triazolo[1,5-a]pyridin-2-yl)-N1-methyl-2,7-naphthyridine-1,6-diamine BrC1=CC=CC(=N1)OCCCCCOC=1C=CC=2N(C1)N=C(N2)C2=CN=C(C1=CN=C(C=C21)N)NC